Cl.N[C@@H]1[C@H](C[C@H](CC1)C(=O)OCC)Cl ethyl (1S,3S,4S)-4-amino-3-chlorocyclohexane-1-carboxylate hydrochloride salt